(4R)-2-oxo-4-(2,3,6-trifluorophenyl)pyrrolidine-3-carboxylic acid O=C1NC[C@H](C1C(=O)O)C1=C(C(=CC=C1F)F)F